4-((4-(2-(tert-butoxy)-2-oxoethyl)phenyl)amino)-6-chloropyridazine-3-carboxylate C(C)(C)(C)OC(CC1=CC=C(C=C1)NC1=C(N=NC(=C1)Cl)C(=O)[O-])=O